C(C)(C)(C)OC(=O)N1C2CN(CC1CC2)C2=C1C(=NC=C2)NC(=C1)C=1C=NN(C1)C 3-(2-(1-methyl-1H-pyrazol-4-yl)-1H-pyrrolo[2,3-b]pyridin-4-yl)-3,8-diazabicyclo[3.2.1]octane-8-carboxylic acid tert-butyl ester